ClC(C)C1=CN=C2C=C(C(NC2=C1)=O)CC 7-(1-chloroethyl)-3-ethyl-1H-1,5-naphthyridin-2-one